C(CCC)NCCC[Si](OCC)(OCC)OCC gamma-N-butyl-aminopropyltriethoxysilane